Cl[P-](Cl)(Cl)(Cl)(Cl)Cl.C1(=CC=CC=C1)[SH2+] phenyl-sulfonium hexachlorophosphate